N1=CC=CC2=CC=CC(=C12)NS(=O)(=O)C=1N(C=CN1)C1C(C1)C(F)(F)F N-(quinolin-8-yl)-1-(2-(trifluoromethyl)cyclopropyl)-1H-imidazole-2-sulfonamide